OC1=C(C(=O)O)C=C(C=C1C(C)(C)C)Br 2-hydroxy-3-tertiary butyl-5-bromo-benzoic acid